2-(4-(5-(8-methoxy-[1,2,4]triazolo[1,5-a]pyridin-6-yl)-6-methyl-2-oxo-2,3-dihydro-1H-benzo[d]imidazol-1-yl)piperidin-1-yl)-N-methylacetamide COC=1C=2N(C=C(C1)C1=CC3=C(N(C(N3)=O)C3CCN(CC3)CC(=O)NC)C=C1C)N=CN2